methylethylene Sodium [Na].CC=C